tert-butyl 3,3-difluoro-2-(hydroxymethyl)-2-methylpropionate FC(C(C(=O)OC(C)(C)C)(C)CO)F